(S)-N-(5-chloro-2-(1H-tetrazol-1-yl)benzyl)azetidine-2-carboxamide hydrochloride Cl.ClC=1C=CC(=C(CNC(=O)[C@H]2NCC2)C1)N1N=NN=C1